7-hydroxy-8-[(4-sulfo-1-naphthyl)azo]-1,3-naphthalenedisulfonic acid aluminum [Al].OC1=CC=C2C=C(C=C(C2=C1N=NC1=CC=C(C2=CC=CC=C12)S(=O)(=O)O)S(=O)(=O)O)S(=O)(=O)O